3-(4-methylthiophenyl)thiourea CSC1=CC=C(C=C1)NC(N)=S